C1OC=2C=C(CNC(=O)C3=CN(C4=CC=CC=C34)CC3=CC=C(C=C3)C(NO)=O)C=CC2O1 N-(3,4-methylenedioxybenzyl)-1-(4-(hydroxycarbamoyl)benzyl)-1H-indole-3-carboxamide